C(#N)\C(=C/C1=CC=C(C=C1)OCC1=CC=CC=C1)\C1=CC=C(C=C1)C=1OC2=C(C1C(=O)NNCC(C)C)C=CC=C2 (Z)-2-(4-(1-cyano-2-(4-benzyloxyphenyl)vinyl)phenyl)-N-isobutylaminobenzofuran-3-carboxamide